adamantyldioxetane C12(CC3CC(CC(C1)C3)C2)C2OOC2